Tert-butyl (cis-3-(imidazo[4,5-d]pyrrolo[2,3-b]pyridin-1(6H)-yl)cyclobutyl)carbamate N1(C=NC=2C1=C1C(=NC2)NC=C1)[C@H]1C[C@H](C1)NC(OC(C)(C)C)=O